O=C(CCOC1=CCC=C1)N1CCN(CC1)C1=NC=C(C=N1)C(F)(F)F (1R,2S)-2-(3-oxo-3-(4-(5-(trifluoromethyl)pyrimidin-2-yl)piperazin-1-yl)propoxy)cyclopentadiene